[N+](=O)([O-])C=1C(=C(C(=C(C1)C1=CC=C(C=C1)C1=CC=CC=C1)[N+](=O)[O-])[N+](=O)[O-])[N+](=O)[O-] tetranitro-[1,1':4',1''-terphenyl]